diacetylhexamethylenediamine C(C)(=O)NCCCCCCNC(C)=O